methyl (3S,6S,Z)-6-(acetamidomethyl)-3-(4-hydroxyphenethyl)-1,4,7,10-tetraoxo-1-(3-(pyridin-2-yl)phenyl)-2,5,8,11-tetraazapentadec-13-en-15-oate C(C)(=O)NC[C@H](NC([C@@H](NC(C1=CC(=CC=C1)C1=NC=CC=C1)=O)CCC1=CC=C(C=C1)O)=O)C(NCC(NC\C=C/C(=O)OC)=O)=O